O1C(CCCC1)OC(C=O)CCC tetrahydropyran-oxypentanal